1-phenyl-3-(trifluoromethyl)-1H-benzo[g]indazole-4,5-dione C1(=CC=CC=C1)N1N=C(C=2C(C(C3=C(C12)C=CC=C3)=O)=O)C(F)(F)F